tert-butyl (exo-3-(4-(4-(1H-imidazole-1-carboxamido)-2-oxopyrimidin-1(2H)-yl)benzyl)-3-azabicyclo[3.1.0]hexan-6-yl)carbamate N1(C=NC=C1)C(=O)NC1=NC(N(C=C1)C1=CC=C(CN2CC3C(C3C2)NC(OC(C)(C)C)=O)C=C1)=O